FC(C=1C=CC=C(C1)C1=CC=CC=C1)F 5-(difluoromethyl)biphenyl